1-(benzylsulfanyl)-2-(propane-2-sulfonyl)benzene C(C1=CC=CC=C1)SC1=C(C=CC=C1)S(=O)(=O)C(C)C